NCC=1C=C(C=CC1)C=1C=C(C2=C(C(=CO2)COC2=C(C=CC=C2)CC(=O)OCC)C1)C(F)(F)F ethyl 2-(2-((5-(3-(aminomethyl)phenyl)-7-(trifluoromethyl)benzofuran-3-yl)methoxy)phenyl)acetate